C(C\C=C/CC)CC(=O)O cis-3-hexenyl-acetic acid